F[C@@H]1[C@@H]([C@]2(CN[C@@]1(C2)C)C)N(C2=CC=C(N=N2)C2=C(C=C(C=C2)N2C=NC=C2)O)C 2-(6-(((1R,4R,5R,6R)-6-fluoro-1,4-dimethyl-2-azabicyclo[2.2.1]heptan-5-yl)(methyl)amino)pyridazin-3-yl)-5-(1H-imidazol-1-yl)phenol